(1S,4S)-5-[2-[4-[8-chloro-7-[(2-methyl-3H-benzimidazol-5-yl)oxy]quinoxaline-2-yl]pyrazol-1-yl]ethyl]-2-oxa-5-azabicyclo[2.2.1]heptane ClC=1C(=CC=C2N=CC(=NC12)C=1C=NN(C1)CCN1[C@@H]2CO[C@H](C1)C2)OC2=CC1=C(N=C(N1)C)C=C2